pyrido[3,4-b]indol C1=NC=CC2=C1NC1=CC=CC=C21